ethoxy ether disodium salt [Na].[Na].C(C)OOOCC